tert-butyl (2S,4R)-4-acetamido-2-[(4-fluorophenyl)(methyl)carbamoyl]pyrrolidine-1-carboxylate C(C)(=O)N[C@@H]1C[C@H](N(C1)C(=O)OC(C)(C)C)C(N(C)C1=CC=C(C=C1)F)=O